ClC=1C=C(C=CC1CC)CC[C@@H](C(=O)O)NC(=O)OCC1C2=CC=CC=C2C=2C=CC=CC12 (2S)-4-(3-chloro-4-ethyl-phenyl)-2-(9H-fluoren-9-ylmethoxycarbonylamino)butanoic acid